N-(4-((5-(1,6-dimethyl-1H-pyrazolo[3,4-b]pyridin-4-yl)-3-methyl-4,5,6,7-tetrahydro-1H-pyrazolo[4,3-c]pyridin-1-yl)methyl)bicyclo[2.2.2]oct-1-yl)oxetane-3-amine CN1N=CC=2C1=NC(=CC2N2CC1=C(CC2)N(N=C1C)CC12CCC(CC1)(CC2)NC2COC2)C